2-(difluoromethoxy)-6-methoxy-benzamide FC(OC1=C(C(=O)N)C(=CC=C1)OC)F